17-oxo-4,7,10,13-tetraoxa-16-azaeicosanoic acid O=C(NCCOCCOCCOCCOCCC(=O)O)CCC